2-((1E,3E,5E)-5-(3,3-dimethyl-5-sulfo-1-(4-sulfobutyl)indolin-2-ylidene)penta-1,3-dien-1-yl)-3-(6-((2,5-dioxopyrrolidin-1-yl)oxy)-6-oxohexyl)-3-methyl-3H-indole-5-sulfonic acid CC1(/C(/N(C2=CC=C(C=C12)S(=O)(=O)O)CCCCS(=O)(=O)O)=C\C=C\C=C\C1=NC2=CC=C(C=C2C1(C)CCCCCC(=O)ON1C(CCC1=O)=O)S(=O)(=O)O)C